benzyl 4-[[4-fluoro-1-[[1-[4-(4,4,5,5-tetramethyl-1,3,2-dioxaborolan-2-yl)-2-pyridyl]-4-piperidyl]methyl]-4-piperidyl]methyl]piperazine-1-carboxylate FC1(CCN(CC1)CC1CCN(CC1)C1=NC=CC(=C1)B1OC(C(O1)(C)C)(C)C)CN1CCN(CC1)C(=O)OCC1=CC=CC=C1